tert-butyl 4-(4-fluoro-2-(methoxycarbonyl)-1H-pyrrol-3-yl)piperidine-1-carboxylate FC=1C(=C(NC1)C(=O)OC)C1CCN(CC1)C(=O)OC(C)(C)C